N=1N=CN2C1C=CC=C2 [1,2,4]triazolo[4,3-A]pyridine